N1(CCOCC1)C(=O)C1=CC=C(CN2C=NC=CC2=O)C=C1 3-(4-(morpholine-4-carbonyl)benzyl)pyrimidin-4(3H)-one